[Si](C)(C)(C(C)(C)C)ON1[C@@H]([C@H](CC1)O[Si](C)(C)C(C)(C)C)CC(=O)OC methyl 2-((2R,3S)-1,3-bis((tert-butyldimethylsilyl)oxy) pyrrolidin-2-yl)acetate